C(=O)(O)C1=C(C=C(C=C1)C(=O)O)C=1C=NC=C(C1)C1=C(C=CC(=C1)C(=O)O)C(=O)O 3,5-di(2',5'-dicarboxyphenyl)pyridine